4-((4-((3-methoxybenzyl)(3-morpholinophenyl)amino)pyridin-2-yl)methyl)piperazin-2-one COC=1C=C(CN(C2=CC(=NC=C2)CN2CC(NCC2)=O)C2=CC(=CC=C2)N2CCOCC2)C=CC1